C(C)(C)(C)OC(=O)N[C@@H](CCC(=O)O)C(N[C@@H]([C@H](CC)C)C(NC)=O)=O (4S)-4-{[(tert-butoxy)carbonyl]amino}-4-{[(1S,2S)-2-methyl-1-(methylcarbamoyl)butyl]-carbamoyl}butanoic acid